(2-phenylacetyl)-L-valyl-D-glutamic acid C1(=CC=CC=C1)CC(=O)N[C@@H](C(C)C)C(=O)N[C@H](CCC(=O)O)C(=O)O